1-(4-{3-[(1r,3R,5S,7r)-3,5-dimethyladamantan-1-yl]ureido}benzoyl)piperidine-3-carboxylic acid ethyl ester C(C)OC(=O)C1CN(CCC1)C(C1=CC=C(C=C1)NC(=O)NC12C[C@]3(C[C@](CC(C1)C3)(C2)C)C)=O